ClC=1C=C(C=CC1Cl)C1(CC1)N 1-(3,4-dichlorophenyl)cyclopropylamine